2-(2-methylbiphenyl-3-yl)-1,3-benzoxazole-5-carbaldehyde CC1=C(C=CC=C1C=1OC2=C(N1)C=C(C=C2)C=O)C2=CC=CC=C2